1-(cyclopropylmethyl)-N-{6,7-dimethoxy-1H,2H,3H-cyclopenta[b]quinolin-9-yl}azetidin-3-amine C1(CC1)CN1CC(C1)NC1=C2C(=NC=3C=C(C(=CC13)OC)OC)CCC2